ClC=1C=CC(=C(C1)C1=CC(=C(N=N1)C1CN(C(C1)=O)C)NC1=CC(=NC=C1)NC(CCN1CCN(CC1)C)=O)F N-(4-((6-(5-chloro-2-fluorophenyl)-3-(1-methyl-5-oxopyrrolidin-3-yl)pyridazin-4-yl)amino)pyridin-2-yl)-3-(4-methylpiperazin-1-yl)propanamide